Cl.FC=1C=C(C=CC1)[C@H]([C@H]1CC[C@H](N1)CC1CCN(CC1)C(C)=O)O 1-(4-(((2S,5R)-5-((R)-(3-Fluorophenyl)(hydroxy)methyl)pyrrolidin-2-yl)methyl)piperidin-1-yl)ethan-1-one hydrochloride